2-ethyl-5-(1-(1-ethylpiperidin-4-yl)-3-fluoro-1H-pyrazol-4-yl)-3-(6-methoxypyridin-3-yl)-1-tosyl-1H-pyrrolo[2,3-b]pyridine C(C)C1=C(C=2C(=NC=C(C2)C=2C(=NN(C2)C2CCN(CC2)CC)F)N1S(=O)(=O)C1=CC=C(C)C=C1)C=1C=NC(=CC1)OC